C(C)OC(NC1=C(C=C(C=C1)CNC1=C(C=C(C=C1)F)F)N)=O {2-Amino-4-[(2,4-difluorophenylamino)-methyl]-phenyl}-carbamic acid ethyl ester